rac-tert-butyl (2S,3R)-3-azido-4,4-difluoro-2-((2-fluoro-[1,1'-biphenyl]-3-yl)methyl)pyrrolidine-1-carboxylate N(=[N+]=[N-])[C@@H]1[C@@H](N(CC1(F)F)C(=O)OC(C)(C)C)CC=1C(=C(C=CC1)C1=CC=CC=C1)F |r|